C(C)OC(=O)[C@@H]1C(=C([C@H]1C1=CC=CC=C1)C1=CC=CC=C1)C1(SCCCS1)C1=CC=C(C=C1)[N+](=O)[O-] trans-2-(2-(4-nitrophenyl)-1,3-dithian-2-yl)-3,4-diphenylcyclobut-2-ene-1-carboxylic acid ethyl ester